(S,Z)-6-(6,7-dihydroxy-3,7-dimethyloct-2-en-1-yl)-5-hydroxy-7-(methoxymethoxy)-2-(4-(methoxymethoxy)phenyl)-4H-chromen-4-one O[C@@H](CC\C(=C/CC=1C(=C2C(C=C(OC2=CC1OCOC)C1=CC=C(C=C1)OCOC)=O)O)\C)C(C)(C)O